[Mg].[Ca].[Si] silicon calcium magnesium salt